FC1=C(N)C=C(C(=C1)C)C=1C=C(C=2N(C1)N=C(N2)C)N2CCOCC2 2-fluoro-4-methyl-5-[2-methyl-8-(morpholin-4-yl)-[1,2,4]triazolo[1,5-a]pyridin-6-yl]aniline